C1CN(CC2=C1NC3=C2C=C(C=C3)F)CCCC4=CN=CC=C4 The molecule is a beta-carboline that is 2,3,4,5-tetrahydro-1H-pyrido[4,3-b]indole which is substituted by a 3-(pyridin-3-yl)propyl group at position 2 and a fluoro group at position 8. It has a role as an antipsychotic agent and a dopamine receptor D2 antagonist. It is a member of beta-carbolines, a member of monofluorobenzenes and a member of pyridines. It is a conjugate base of a gevotroline(1+).